5-[1-(2-tetrahydropyran-4-ylethyl)pyrazol-4-yl]oxypyridin-2-amine O1CCC(CC1)CCN1N=CC(=C1)OC=1C=CC(=NC1)N